C1(=CC=CC=C1)C1=NC(=NC(=N1)C1=CC=CC=C1)C1=CC=C(C=C1)C1=C(C=NC=C1)C1=CC=C(C=C1)N1C2=CC(=CC=C2C=2C=CC(=CC12)N1C2=CC=CC=C2C=2C=CC=CC12)N1C2=CC=CC=C2C=2C=CC=CC12 9'-(4-(4-(4-(4,6-diphenyl-1,3,5-triazin-2-yl)phenyl)pyridin-3-yl)phenyl)-9'H-9,2':7',9''-tercarbazole